S1C(=CC=C1)C1=C(C(=O)O)C=C(C(=C1)C(=O)O)C=1SC=CC1 2,5-Dithien-2-ylterephthalic acid